Cl.FC1=CC(=C(CC=2N=C3N(CCNC3)C2)C=C1)C(F)(F)F (4-fluoro-2-(trifluoromethyl)benzyl)-5,6,7,8-tetrahydroimidazo[1,2-a]pyrazine hydrochloride